ClC1=C2C=NN(C2=C(C=C1)C(=O)NC1CC2(CCC2)C1)C(C)C1=CC=C(C=C1)C1=CC(=NC=C1)OCC 6-(4-Chloro-1-(1-(4-(2-ethoxypyridin-4-yl)phenyl)ethyl)-1H-indazol-7-carboxamido)spiro[3.3]heptan